N-(4-((2S,3R,4S)-1-acetyl-2-ethyl-3-methyl-4-(4-pentyl-1H-1,2,3-triazol-1-yl)-1,2,3,4-tetrahydroquinolin-6-yl)phenyl)hex-5-enamide C(C)(=O)N1[C@H]([C@H]([C@@H](C2=CC(=CC=C12)C1=CC=C(C=C1)NC(CCCC=C)=O)N1N=NC(=C1)CCCCC)C)CC